2,2,2-trichloroethyl (S)-6-(5-(((allyloxy)carbonyl)amino)-4-(2-(hydroxymethyl)pyrrolidine-1-carbonyl)-2-methoxyphenoxy)hexanoate C(C=C)OC(=O)NC=1C(=CC(=C(OCCCCCC(=O)OCC(Cl)(Cl)Cl)C1)OC)C(=O)N1[C@@H](CCC1)CO